tert-butyl N-[(1S)-2-(3-bromophenyl)-1-(1H-imidazol-2-yl)ethyl]carbamate BrC=1C=C(C=CC1)C[C@@H](C=1NC=CN1)NC(OC(C)(C)C)=O